Cl(=O)(=O)(=O)O.C(C)(C)NC(C)C Diisopropyl-amine perchlorate